4-{[2-methoxy-3-(2-methyl-2H-1,2,3-triazol-4-yl)phenyl]amino}-N-(2H3)methyl-6-[2-oxo-3-(trifluoromethyl)imidazolidin-1-yl]pyridine-3-carboxamide COC1=C(C=CC=C1C1=NN(N=C1)C)NC1=C(C=NC(=C1)N1C(N(CC1)C(F)(F)F)=O)C(=O)NC([2H])([2H])[2H]